BrC1=CC(=C(C(=C1)F)C1C(NC(CC1)=O)=O)F 3-(4-bromo-2,6-difluorophenyl)piperidine-2,6-dione